N-phenyl-N-[1-(2-phenylethyl)piperidin-4-yl]propanamide hydrochloride Cl.C1(=CC=CC=C1)N(C(CC)=O)C1CCN(CC1)CCC1=CC=CC=C1